Cl\C(=C/C(=O)N[C@H](C(=O)O)CC1=CC=CC=C1)\C1=CC=C(C=C1)C (2S)-2-[[(Z)-3-chloro-3-(4-methylphenyl)prop-2-enoyl]amino]-3-phenylpropionic acid